FC=1C=CC=C2C=C(NC(C12)=O)CCCN1CCN(CC1)C1=NC=C(C#N)C=C1 6-(4-(3-(8-fluoro-1-oxo-1,2-dihydroisoquinolin-3-yl)propyl)piperazin-1-yl)nicotinonitrile